2-(2-methanoyl-3,4-dimethyl-1H-pyrrol-1-yl)ethanol C(=O)C=1N(C=C(C1C)C)CCO